F[C@H]1C[C@H](N2N=C(N=C21)S(=O)(=O)[C@@H]2[C@H](C2)F)C2=CC=C(C=C2)F (5s,7s)-7-fluoro-2-[(1s,2s)-2-fluorocyclopropyl]sulfonyl-5-(4-fluorophenyl)-6,7-dihydro-5H-pyrrolo[1,2-b][1,2,4]triazole